O(C1=CC=CC=C1)C1=CC=C(C=C1)N1C(CCC2=C1N=C(N=C2)C=C)=O 8-(4-phenoxyphenyl)-2-vinyl-5,8-dihydropyrido[2,3-d]pyrimidin-7(6H)-one